Tetraaniline C1=CC=C(C=C1)NC2=CC=C(C=C2)NC3=CC=C(C=C3)NC4=CC=C(C=C4)N